NC1=NC(=C(C=C1C=1C=C2CCNC(C2=CC1)=O)C1=C(C=C(C=C1)N1C[C@H](N(CC1)C)C(C)C)F)F (R)-6-(2-amino-6-fluoro-5-(2-fluoro-4-(3-isopropyl-4-methylpiperazin-1-yl)phenyl)pyridin-3-yl)-3,4-dihydroisoquinolin-1(2H)-one